C1=CC=CC=2C3=CC=CC=C3N(C12)C=1C(=C(C=C(C1)C)CCN(C=1C(=CC=CC1)N(C)CCC1=C(C(=CC(=C1)C)N1C2=CC=CC=C2C=2C=CC=CC12)OCOC)C)OCOC N,N'-bis(3-(9H-carbazol-9-yl)-2-(methoxymethoxy)-5-methylphenylethyl)-N,N'-dimethylbenzene-1,2-diamine